(2R,5S)-5-(aminomethyl)-2-[3-[(2S)-2-(hydroxymethyl)pyrrolidin-1-yl]phenyl]-1,4-thiazepan NC[C@H]1NC[C@H](SCC1)C1=CC(=CC=C1)N1[C@@H](CCC1)CO